C(C)C(COC(C(C(=O)O)=CC1=CC=C(C=C1)OCC)=O)CCCC 4-ethoxybenzalmalonic acid (2-ethylhexyl)ester